C(C)(C)(C)N(C(O)=O)C1CN(C1)C(=O)C1CC1.C1(CCC1)OC1=CC=C2C(NN=C(C2=C1)CC=1C=CC(=C(C(=O)NC2CN(C2)C(=O)C2CC2)C1)F)=O 5-((7-Cyclobutoxy-4-oxo-3,4-dihydrophthalazin-1-yl)methyl)-N-(1-(cyclopropanecarbonyl)azetidin-3-yl)-2-fluorobenzamide tert-Butyl-(1-(cyclopropanecarbonyl)azetidin-3-yl)carbamate